C1(=CC=CC=C1)[AlH]C1=CC=CC=C1 Diphenyl-aluminum hydride